CN1N=CC2=C1N=CN(C2=O)NC2=C(C=CC=C2)C 1-methyl-5-(2-methylanilino)-1,5-dihydro-4H-pyrazolo[3,4-d]pyrimidine-4-one